C(C)C1=C(C=NC(=C1)OC)C=1C=C2N(N=CC(=C2N[C@H]2C[C@H](CC2)NC(OC(C)(C)C)=O)C(N)=NC2=C(C=C(C=C2)O)C)C1 tert-butyl N-[(1S,3R)-3-[[6-(4-ethyl-6-methoxy-3-pyridyl)-3-[N'-(4-hydroxy-2-methyl-phenyl)carbamimidoyl]pyrrolo[1,2-b]pyridazin-4-yl]amino]cyclopentyl]carbamate